C1(CC1)C=1C(=CC(=NC1)NC(C)=O)NC1=NC(=NC=C1OC)C(C)(F)F N-(5-cyclopropyl-4-((2-(1,1-difluoroethyl)-5-methoxypyrimidin-4-yl)amino)pyridin-2-yl)acetamide